2-((4-Methoxybenzyl)oxy)-N-(2,3,5,6-tetrafluoro-3'-(2-oxopropoxy)-[1,1'-biphenyl]-4-yl)pyrazolo[1,5-a]pyridine-3-carboxamide COC1=CC=C(COC2=NN3C(C=CC=C3)=C2C(=O)NC2=C(C(=C(C(=C2F)F)C2=CC(=CC=C2)OCC(C)=O)F)F)C=C1